FC1(CC1)C1=CC=C(C=N1)N 6-(1-fluorocyclopropyl)pyridin-3-amine